CC(CC1=CC=C(C=C1)C(C)C(=O)[O-])C(=O)[O-] The molecule is a dicarboxylic acid dianion obtained by deprotonation of both carboxy groups of carboxyibuprofen. It has a role as a drug metabolite. It is a conjugate base of a carboxyibuprofen.